4-((S)-2-((S)-2-(methoxycarbonylamino)-3-phenylpropionylamino)-2-(2-ethylthiazol-4-yl)ethyl)phenylaminosulfonic acid COC(=O)N[C@H](C(=O)N[C@@H](CC1=CC=C(C=C1)NS(=O)(=O)O)C=1N=C(SC1)CC)CC1=CC=CC=C1